[O-]S(=O)(=O)C(F)(F)F.C(CCCCCCC)[NH+]1C(CCC1)CCC 1-octyl-2-propylpyrrolidinium triflate